Cl.C1(CC1)CN1[C@H]2[C@@]3(CC[C@H]([C@H]4[C@@]3(C=3C(=C(C=CC3C2)O)O4)CC1)N(C(=O)[C@H]1[C@@H](C1)C1=COC=C1)C)O 17-Cyclopropylmethyl-4,5α-epoxy-3,14β-dihydroxy-6β-((1R,2R)-N-methyl-2-(3-furyl)-cyclopropanecarboxamido)morphinan Hydrochloride